OC1=C(C(=O)OCCO)C=C(C(=C1)C(=O)OCCO)O bis(2-hydroxyethyl) 2,5-dihydroxyterephthalate